3-((2R,5S)-5-methylpyrrolidin-2-yl)benzonitrile C[C@H]1CC[C@@H](N1)C=1C=C(C#N)C=CC1